ClC1=CC=2C3=C(C(=NC2C(=C1C1=C2C=NNC2=CC(=C1C)C)F)N1CC(C1)N(C)C)C=NN3[C@@H]3C[C@H](N(CC3)C=C(C)F)CC#N 2-((2s,4s)-4-(8-chloro-7-(5,6-dimethyl-1H-indazol-4-yl)-4-(3-(dimethylamino)azetidin-1-yl)-6-fluoro-1H-pyrazolo[4,3-c]quinolin-1-yl)-1-(2-fluoropropenyl)piperidin-2-yl)acetonitrile